2-bromo-1-(5-isopropoxypyridin-2-yl)ethanone BrCC(=O)C1=NC=C(C=C1)OC(C)C